diphenylmethanone O-((trifluoromethyl)sulfinyl) oxime FC(S(=O)ON=C(C1=CC=CC=C1)C1=CC=CC=C1)(F)F